N1-((3-((5r,8r)-3,3-dimethyl-1-oxaspiro[4.5]decan-8-yl)-5,5-difluoro-5,6-dihydro-4H-pyrrolo[1,2-b]pyrazol-2-yl)methyl)-N1,N2-dimethylethane-1,2-diamine CC1(COC2(C1)CCC(CC2)C2=C1N(N=C2CN(CCNC)C)CC(C1)(F)F)C